NC1=C(NC(NC1=O)=O)C(=O)OCC ethyl 5-amino-2,6-dioxo-1,2,3,6-tetrahydropyrimidine-4-carboxylate